3-(5-((4-(3-methylthiophen-2-yl)piperidin-1-yl)methyl)-1-oxoisoindolin-2-yl)piperidine-2,6-dione CC1=C(SC=C1)C1CCN(CC1)CC=1C=C2CN(C(C2=CC1)=O)C1C(NC(CC1)=O)=O